Cl.Cl.C1(=CC=CC=C1)N1C(=NN=C1C=1SC=CN1)C1CC(C1)N (1r,3r)-3-(4-phenyl-5-(thiazol-2-yl)-4H-1,2,4-triazol-3-yl)cyclobutan-1-amine dihydrochloride